N-(4-fluoro-5-(((2S,4R)-4-((5-methoxypyridin-2-yl)oxy)-2-methylpyrrolidin-1-yl)methyl)thiazol-2-yl)acetamide FC=1N=C(SC1CN1[C@H](C[C@H](C1)OC1=NC=C(C=C1)OC)C)NC(C)=O